4-(6-{4-[1-(oxetan-3-yl)piperidin-4-yl]phenyl}-2-oxo-1,2-dihydroquinolin-3-yl)benzene-1-sulfonamide O1CC(C1)N1CCC(CC1)C1=CC=C(C=C1)C=1C=C2C=C(C(NC2=CC1)=O)C1=CC=C(C=C1)S(=O)(=O)N